OC(CCCCCCCC(=O)O)C(CCCCCCCC)O 9,10-dihydroxyl-octadecanoic acid